ClC=1C=CC(=C(C1)C=1C2=C(C(N(C1)C)=O)C(=C(S2)C)C(=O)OC)O methyl 7-(5-chloranyl-2-oxidanyl-phenyl)-2,5-di(methyl)-4-oxidanylidene-thieno[3,2-c]pyridine-3-carboxylate